1-[(1S,4S)-5-[4-[[5-(trifluoromethyl)-3-pyridyl]amino]pyrido[3,2-d]pyrimidin-6-yl]-2,5-diazabicyclo[2.2.1]heptan-2-yl]prop-2-en-1-one FC(C=1C=C(C=NC1)NC=1C2=C(N=CN1)C=CC(=N2)N2[C@@H]1CN([C@H](C2)C1)C(C=C)=O)(F)F